3-(thiazol-4-ylmethylene)indoline-2-one S1C=NC(=C1)C=C1C(NC2=CC=CC=C12)=O